N-Cyclopentyl-2-(3-(trifluoromethyl)phenyl)oxazole-4-carboxamide C1(CCCC1)NC(=O)C=1N=C(OC1)C1=CC(=CC=C1)C(F)(F)F